dimethyl 2-((4-methoxyphenyl)amino)fumarate COC1=CC=C(C=C1)N/C(/C(=O)OC)=C\C(=O)OC